BrC=1C(=C2C(=NC1)NC[C@]21C[C@H](CC1)N1C(C=CC=C1)=O)Cl |r| 1-((1RS,3SR)-5'-Bromo-4'-chloro-1',2'-dihydrospiro[cyclopentane-1,3'-pyrrolo[2,3-b]pyridin]-3-yl)pyridin-2(1H)-one